2-(2-fluorophenyl)-N-[(3S)-9-fluoro-2-oxo-5-phenyl-2,3-dihydro-1H-1,4-benzodiazepine-3-yl]-4,4-dioxo-5H,6H,7H-4λ6-pyrazolo[3,2-b][1,3]Thiazine-3-carboxamide FC1=C(C=CC=C1)C=1C(=C2S(CCCN2N1)(=O)=O)C(=O)N[C@@H]1C(NC2=C(C(=N1)C1=CC=CC=C1)C=CC=C2F)=O